C(C)(=O)N1CC2=CC(=CC(=C2CC1)[C@H]1N(CCC1)C(=O)OC(C)(C)C)C=1C=C2C(=NC1)NC=C2C tert-butyl (S)-2-(2-acetyl-7-(3-methyl-1H-pyrrolo[2,3-b]pyridin-5-yl)-1,2,3,4-tetrahydroisoquinolin-5-yl)pyrrolidine-1-carboxylate